4-(5-(quinoxalin-6-yl)-3-(4'-(trifluoromethoxy)-[1,1'-biphenyl]-4-yl)-4,5-dihydro-1H-pyrazol-1-yl)butanoic acid N1=CC=NC2=CC(=CC=C12)C1CC(=NN1CCCC(=O)O)C1=CC=C(C=C1)C1=CC=C(C=C1)OC(F)(F)F